methyl 3-(4-cyano-2-methoxy-phenoxy)-5-methyl-6-(p-tolyl)pyridazine-4-carboxylate C(#N)C1=CC(=C(OC=2N=NC(=C(C2C(=O)OC)C)C2=CC=C(C=C2)C)C=C1)OC